[Na+].[O-]P([O-])(=O)OP(=O)([O-])[O-].[Na+].P(=O)([O-])(O)O.[Fe+3] ferric phosphate sodium pyrophosphate sodium